2-(6-bromo-4-ethyl-1-oxo-3,4-dihydroisoquinolin-2(1H)-yl)acetic acid BrC=1C=C2C(CN(C(C2=CC1)=O)CC(=O)O)CC